(7S)-7-(((tert-Butyldimethylsilyl)oxy)methyl)-1-oxa-6-azaspiro[3.4]octane-6-carboxylic acid tert-butyl ester C(C)(C)(C)OC(=O)N1CC2(CCO2)C[C@H]1CO[Si](C)(C)C(C)(C)C